(4-((3-(4-fluorophenylethyl)-2,4-dioxo-3,4-dihydroquinazolin-1(2H)-yl)methyl)phenyl)-N-hydroxyacrylamide FC1=CC=C(C=C1)CCN1C(N(C2=CC=CC=C2C1=O)CC1=CC=C(C=C1)C(C(=O)NO)=C)=O